ClC=1C=CC(=C(C1)C1=CC(N(C=C1OC)C(CC1=CC=CC=C1)C=1NC2=CC=C(C=C2C(N1)=O)C(=O)N)=O)N1N=NN=C1 2-(1-(4-(5-chloro-2-(1H-tetrazol-1-yl)phenyl)-5-methoxy-2-oxopyridin-1(2H)-yl)-2-phenylethyl)-4-oxo-1,4-dihydroquinazoline-6-carboxamide